Allyl (2-((3,5-difluoro-4-(trimethylsilyl)phenyl)amino)-1-(4-(methoxymethyl)phenyl)-2-oxoethyl)carbamate FC=1C=C(C=C(C1[Si](C)(C)C)F)NC(C(C1=CC=C(C=C1)COC)NC(OCC=C)=O)=O